(S)-6-amino-5-((2-amino-3-chloropyridin-4-yl)thio)-2-(1-amino-6-chloro-1,3-dihydrospiro[inden-2,4'-piperidin]-1'-yl)-3-methylpyridin-4(3H)-one NC1=C(C([C@H](C(=N1)N1CCC2(CC1)C(C1=CC(=CC=C1C2)Cl)N)C)=O)SC2=C(C(=NC=C2)N)Cl